3-(methylsulfinyl)propyl isothiocyanate CS(=O)CCCN=C=S